CC(C(C(=O)N)N(C(CNC)=O)C)C 3-methyl-2-(N-methyl-2-(methylamino)acetamido)butanamide